N(N)C(=O)O.NN hydrazine (hydrazinecarboxylate)